FC1=CC=C(C=C1)NC(=S)N 1-(4-fluorophenyl)-thiourea